4-(acetylthio)cyclohexane-1-carboxylic acid ethyl ester C(C)OC(=O)C1CCC(CC1)SC(C)=O